1-(phenylsulfonylamino)heptane-4-sulfonyl fluoride C1(=CC=CC=C1)S(=O)(=O)NCCCC(CCC)S(=O)(=O)F